4-tert-butyl-2,6-bis(methoxymethyl)phenol C(C)(C)(C)C1=CC(=C(C(=C1)COC)O)COC